4-methylbenzene-1-sulfonic acid 1,3-difluoropropan-2-yl ester FCC(CF)OS(=O)(=O)C1=CC=C(C=C1)C